O(O)C(CCCCCCCC=CC=CC=CC(=O)O)CCCCC 15-hydroperoxy-eicosatrienoic acid